CN1C2=CC(=CC=C2OC=2C=CC(=CC12)C1=CC(=C(C(=C1)Cl)O)Cl)C1=CC(=C(C(=C1)Cl)O)Cl 4,4'-(10-methyl-10H-phenoxazine-2,8-diyl)-bis-(2,6-dichlorophenol)